N1C=C(C=2C1=NC=CC2)CCC(=O)O 3-(1H-pyrrolo[2,3-b]pyridin-3-yl)propanoic acid